N1=COC(C2=C1C=CC=C2)=O 3,1-Benzoxazine-4-one